4-chloro-6,7-dimethoxyquinoline ClC1=CC=NC2=CC(=C(C=C12)OC)OC